C(C\C=C\CC)O (E)-3-hexene-1-ol